N-(3-fluoro-4-methyl-8-oxo-7-(2-oxoethyl)-5,6,7,8-tetrahydronaphthalen-1-yl)acetamide FC=1C=C(C=2C(C(CCC2C1C)CC=O)=O)NC(C)=O